[Si](C1=CC=CC=C1)(C1=CC=CC=C1)(C(C)(C)C)OCCC(=O)NCC1=C(C=CC(=C1)F)[N+](=O)[O-] 3-[(tert-butyldiphenylsilyl)oxy]-N-[(5-fluoro-2-nitrophenyl)methyl]propanamide